CN(C=1C=2N=C3N(C2N=C(N1)C=1C=C2C(=NC1)NC=C2C#N)CCCOC3)C 5-(4-(dimethylamino)-6,8,9,10-tetrahydro-[1,4]oxazepino[4,3-e]purin-2-yl)-1H-pyrrolo[2,3-b]pyridine-3-carbonitrile